CN(C(/C=C/CC[C@H](C(=O)NC=1C(N(C=CC1)CC=1NC2=C(C=C(C=C2C1)F)C(F)(F)F)=O)CN(C([O-])=O)C)=O)C (S,E)-7-(Dimethylamino)-1-((1-((5-fluoro-7-(trifluoromethyl)-1H-indol-2-yl)methyl)-2-oxo-1,2-dihydropyridin-3-yl)amino)-1,7-dioxohept-5-en-2-yl-dimethylcarbamat